O1C(C1)[C@H]1[C@H](C1)C1CCN(CC1)C(=O)OC(C)(C)C tert-butyl 4-((1R,2R)-2-(oxiran-2-yl)cyclopropyl)piperidine-1-carboxylate